5-((2-chloro-4-(trifluoromethyl)phenoxy)methyl)-3,4-dihydroisoquinolin-1(2H)-one ClC1=C(OCC2=C3CCNC(C3=CC=C2)=O)C=CC(=C1)C(F)(F)F